(+/-)-trans-methyl 3-((2-(2-chloro-5-trityl-5H-pyrrolo[2,3-b]pyrazin-7-yl)-6-phenylpyrimidin-4-yl)amino)bicyclo[2.2.2]octane-2-carboxylate ClC=1N=C2C(=NC1)N(C=C2C2=NC(=CC(=N2)NC2C(C1CCC2CC1)C(=O)OC)C1=CC=CC=C1)C(C1=CC=CC=C1)(C1=CC=CC=C1)C1=CC=CC=C1